6-(but-3-en-1-yl)-2'-chloro-3'-fluoro-4-hydroxy-5'-vinyl-2H-[1,4'-bipyridin]-2-one-6-d C(CC=C)C1(C=C(CC(N1C1=C(C(=NC=C1C=C)Cl)F)=O)O)[2H]